C1=CC=CC=2C3=CC=CC=C3C(C12)COC(=O)N[C@H](C(=O)N[C@H](C(=O)O)C)C(C)C (2S)-2-[(2S)-2-({[(9H-fluoren-9-yl)methoxy]carbonyl}amino)-3-methylbutanamido]propanoic acid